1-(3-fluorobenzenesulfonyl)-piperazine FC=1C=C(C=CC1)S(=O)(=O)N1CCNCC1